FC(S(=O)(=O)NC1=CC=C(C=C1)C1=NNC(=C1C(=O)N)NC1=NC=C(C=C1)C(F)(F)F)F 3-(4-((difluoromethyl)sulfonamido)phenyl)-5-((5-(trifluoromethyl)pyridin-2-yl)amino)-1H-pyrazole-4-carboxamide